ClC1=CC2=C(C(NS2([O-])CC2=CC=C(C=C2)Cl)=O)C=C1N=CN(C)CC N'-(6-chloro-1-(4-chlorobenzyl)-1-oxido-3-oxo-3H-1λ4-benzo[d]isothiazol-5-yl)-N-ethyl-N-methylformimidamide